4-(4-((6-(trifluoromethyl)pyridin-3-yl)oxy)phenyl)piperidin-1-ium chloride [Cl-].FC(C1=CC=C(C=N1)OC1=CC=C(C=C1)C1CC[NH2+]CC1)(F)F